3-[6-[4-[2-(1-amino-4-piperidyl)ethyl]piperazin-1-yl]-3-pyridyl]piperidine-2,6-dione NN1CCC(CC1)CCN1CCN(CC1)C1=CC=C(C=N1)C1C(NC(CC1)=O)=O